C(C1=C(C=CC2=CC=CC=C12)C(=O)O)C1=C(C=CC2=CC=CC=C12)C(=O)O 1,1'-methylenebis(2-naphthoic acid)